C1C(CC2=CC=CC=C12)CC(=O)[O-] 2,3-dihydro-1H-indene-2-acetate